C(=O)(OCCC)OOC(=O)[O-] Propyl peroxydicarbonate